O=C1NC(CCC1NC(=O)C1=C(C=CC(=C1)[N+](=O)[O-])CC(=O)O)=O 2-(2-((2,6-dioxopiperidin-3-yl)carbamoyl)-4-nitrophenyl)acetic acid